(R)-N-(4-(4-amino-2-isopropyl-7-methyl-7H-pyrrolo[2,3-d]pyrimidin-5-yl)-3-methylphenyl)-2-(3-fluorophenyl)-2-hydroxyacetamide NC=1C2=C(N=C(N1)C(C)C)N(C=C2C2=C(C=C(C=C2)NC([C@H](O)C2=CC(=CC=C2)F)=O)C)C